FC(C(=O)O)(F)F.C1NCC12CN(CC2)C2=NC=NC1=CC=C(C=C21)C=2C=C(C(=NC2)OC)NS(=O)(=O)C2=C(C=CC=C2F)F N-(5-(4-(2,6-diazaspiro[3.4]oct-6-yl)quinazolin-6-yl)-2-methoxypyridin-3-yl)-2,6-difluorobenzenesulfonamide trifluoroacetate salt